(S)-N-(3-(2-((1,5-dimethyl-1H-pyrazol-3-yl)amino)-5-methylpyrimidin-4-yl)-1H-indol-7-yl)-2-(3-(pyrimidin-4-ylamino)pyrrolidin-1-yl)acetamide CN1N=C(C=C1C)NC1=NC=C(C(=N1)C1=CNC2=C(C=CC=C12)NC(CN1C[C@H](CC1)NC1=NC=NC=C1)=O)C